isoeicosanyl alcohol C(CCCCCCCCCCCCCCCCC(C)C)O